1,8-diazaspiro[4.5]decane-1-carboxylate N1(CCCC12CCNCC2)C(=O)[O-]